P(=O)(OC[C@@H]([C@@H](CCCCCCCCCCCCCCC)O)NC(CCCCCCCCCCCCCCCCC)=O)(OCCN1CCNCC1)[O-] (2S,3R)-3-hydroxy-2-stearamidooctadecyl (2-(piperazino)ethyl) phosphate